C[C@H](C\1=CC=C/C1=C\2/C=CC=C[C-]2P(C3=CC=CC=C3)C4=CC=CC=C4)P(C5C[C@@H]6CC[C@H]5C6)C7C[C@@H]8CC[C@H]7C8.[CH-]1C=CC=C1.[Fe+2] (R)-1-{(RP)-2-[2-(diphenylphosphino)phenyl]ferrocenyl}ethyldi(2-norbornyl)phosphine